racemic-4-fluoro-N-(1-(5-(2-methylpyrimidin-4-yl)-5,6,7,8-tetrahydroquinolin-2-yl)cyclopropyl)benzamide FC1=CC=C(C(=O)NC2(CC2)C2=NC=3CCC[C@H](C3C=C2)C2=NC(=NC=C2)C)C=C1 |r|